(Z)-3-aminobut-2-enoate N\C(=C/C(=O)[O-])\C